ethyl (1S,4r)-4-(((S)-1-(6-((S)-1-(2,2-difluorobenzo[d][1,3]dioxol-5-yl)ethoxy)pyridazin-4-yl)-3-(trifluoromethyl)-4,5,6,7-tetrahydro-1H-indazol-7-yl)oxy)cyclohexane-1-carboxylate FC1(OC2=C(O1)C=CC(=C2)[C@H](C)OC2=CC(=CN=N2)N2N=C(C=1CCC[C@@H](C21)OC2CCC(CC2)C(=O)OCC)C(F)(F)F)F